N-o-aminobenzoyltryptamine NC1=C(C(=O)NCCC2=CNC3=CC=CC=C23)C=CC=C1